CC1=CC=C(C=N1)CC(=O)NC1=NNC(=C1)[C@@H]1C[C@@H](CC1)N(C([O-])=O)C(C)C(C)(F)F (1R,3S)-3-(3-{[(6-methylpyridin-3-yl)acetyl]amino}-1H-pyrazol-5-yl)cyclopentyl[(2ξ)-3,3-difluorobutan-2-yl]carbamate